C(C)(C)(C)OC(=O)N1[C@H](C=2C(CC1)=NN(C2N2C(N(C=C2)C=2C=C1C=NN(C1=CC2)CCOC)=O)C2=CC(=C(C(=C2)C)F)C)C (4S)-2-(4-fluoro-3,5-dimethylphenyl)-3-[3-[1-(2-methoxyethyl)indazol-5-yl]-2-oxoImidazol-1-yl]-4-methyl-6,7-dihydro-4H-pyrazolo[4,3-c]Pyridine-5-carboxylic acid tert-butyl ester